CS(=O)(=O)C1=CC=C(C=C1)C1=NN2C(=NC=3C=CC=CC3C2=N1)N[C@@H](C(=O)N)CC (2R)-2-({2-[4-(methanesulfonyl)phenyl][1,2,4]triazolo[1,5-c]quinazolin-5-yl}amino)butanamide